4-[(3R)-5,5-dimethyl-2-oxopyrrolidin-3-yl]2-oxobutanamide CC1(C[C@H](C(N1)=O)CCC(C(=O)N)=O)C